N-[2-(3-Methylpyridin-2-yl)-[1,3]thiazolo[5,4-c]pyridin-6-yl]-6-[(1S,4S)-5-(oxan-4-yl)-2,5-diazabicyclo[2.2.1]heptan-2-yl]pyridin-2-amine CC=1C(=NC=CC1)C=1SC=2C=NC(=CC2N1)NC1=NC(=CC=C1)N1[C@@H]2CN([C@H](C1)C2)C2CCOCC2